2-(2-chlorophenyl)-4,5-diphenyl-1H-imidazol-1-yl benzoate C(C1=CC=CC=C1)(=O)ON1C(=NC(=C1C1=CC=CC=C1)C1=CC=CC=C1)C1=C(C=CC=C1)Cl